1-Ethyl-N-((1,2,3,5,6,7-hexahydro-s-indacen-4-yl)carbamoyl)pyrrolidine-3-sulfonamide, potassium salt [K].C(C)N1CC(CC1)S(=O)(=O)NC(NC1=C2CCCC2=CC=2CCCC12)=O